2-(2-methylpropionyl)cyclohexanone CC(C(=O)C1C(CCCC1)=O)C